tert-butyl 6-((2-(1,1-difluoroethyl)-4-methylpyrimidin-5-yl) sulfonyl)-2,6-diazaspiro[3.3]heptane-2-carboxylate FC(C)(F)C1=NC=C(C(=N1)C)S(=O)(=O)N1CC2(CN(C2)C(=O)OC(C)(C)C)C1